[Br-].CNC(C1=C(C(=CC=C1)NC(=O)C1=CC2=C(OC(O2)(F)F)C=C1)F)=O N-methyl-2,2-difluoro-1,3-benzodioxole-5-carboxamido-2-fluorobenzamide bromide